2-[6-[4-(2,7-diazaspiro[3.5]nonan-2-yl)phenyl]-4-fluoro-indazol-2-yl]-2-(6,7-dihydro-5H-pyrrolo[1,2-c]imidazol-1-yl)-N-thiazol-2-yl-acetamide, trifluoroacetic acid salt FC(C(=O)O)(F)F.C1N(CC12CCNCC2)C2=CC=C(C=C2)C=2C=C(C1=CN(N=C1C2)C(C(=O)NC=2SC=CN2)C2=C1N(C=N2)CCC1)F